CCS(=O)(=S)[O-].[Na+] sodium 2-thioethanesulfonate